4-(5-amino-6-hydroxy-2-benzoxazolyl)-3,5-diaminobenzoic acid NC=1C(=CC2=C(N=C(O2)C2=C(C=C(C(=O)O)C=C2N)N)C1)O